4-(8-amino-3-((2S)-1-(11-((2-(2,6-dioxopiperidin-3-yl)-1,3-dioxoisoindoline-4-yl)amino)undecyl)pyrrolidin-2-yl)imidazo[1,5-a]pyrazin-1-yl)-N-(pyridin-2-yl)benzamide NC=1C=2N(C=CN1)C(=NC2C2=CC=C(C(=O)NC1=NC=CC=C1)C=C2)[C@H]2N(CCC2)CCCCCCCCCCCNC2=C1C(N(C(C1=CC=C2)=O)C2C(NC(CC2)=O)=O)=O